1-methyl 2-methylenesuccinate C=C(C(=O)OC)CC(=O)[O-]